Cl.N1=CC=C(C=C1)CCCOC=1C=C2C(NC(=NC2=CC1C(F)(F)F)C=1C=C2C(=CN1)SC=C2)=O 6-(3-pyridin-4-yl-propoxy)-2-thieno[2,3-c]pyridin-5-yl-7-trifluoromethyl-3H-quinazolin-4-one hydrochloride